2,6-Dimethoxy-4-(5-phenyl-4-thiophen-2-yl-1H-imidazol-2-yl)-phenol COC1=C(C(=CC(=C1)C=1NC(=C(N1)C=1SC=CC1)C1=CC=CC=C1)OC)O